5-{3-oxa-8-azabicyclo[3.2.1]octan-8-yl}-2H-pyrazolo[3,4-b]pyridin C12COCC(CC1)N2C2=CC=1C(N=C2)=NNC1